1-(tetrahydro-2H-pyran-2-yl)-1H-pyrazole-3-carboxylic acid O1C(CCCC1)N1N=C(C=C1)C(=O)O